α-cyclohexylstyrene C1(CCCCC1)C(=C)C1=CC=CC=C1